2-(2-isopropylphenyl)-4-methoxy-8-(4-(1-methyl-4-(trifluoromethyl)-1H-imidazol-2-yl)benzyl)imidazo[1,5-a][1,3,5]triazine C(C)(C)C1=C(C=CC=C1)C1=NC=2N(C(=N1)OC)C=NC2CC2=CC=C(C=C2)C=2N(C=C(N2)C(F)(F)F)C